FC1=CC=C(C=C1)C1=NN(C=C1C=1C=2N(N=CC1)C=CN2)C 3-(4-fluorophenyl)-4-[imidazo[1,2-b]pyridazin-8-yl]-1-methylpyrazole